(1S,2S,4S)-4-((4-(2-hydroxy-4-(trifluoromethyl)phenyl)phthalazin-1-yl)amino)cyclohexane-1,2-diol OC1=C(C=CC(=C1)C(F)(F)F)C1=NN=C(C2=CC=CC=C12)N[C@@H]1C[C@@H]([C@H](CC1)O)O